5-(2-fluorophenyl)-1H-pyrrole-3-sulfonic acid FC1=C(C=CC=C1)C1=CC(=CN1)S(=O)(=O)O